COC1=C(C=CC=C1C1=NN(C=N1)C)NC1=C(N=NC(=C1)NC(CO)(C)C)C(=O)NC([2H])([2H])[2H] 4-((2-methoxy-3-(1-methyl-1H-1,2,4-triazol-3-yl)phenyl)amino)-N-(methyl-d3)-6-((3-methyl-oxabutan-3-yl)amino)pyridazine-3-carboxamide